5-(4-(1-(5-ethyl-6-methoxypyridin-2-yl)pyrrolidin-3-yl)piperazin-1-yl)-N-methylpicolinamide C(C)C=1C=CC(=NC1OC)N1CC(CC1)N1CCN(CC1)C=1C=CC(=NC1)C(=O)NC